tert-butyl (1R,5S)-6-[5-[(5-oxopyrido[2,3-d]pyridazin-6-yl) methyl]-1,2,4-oxadiazol-3-yl]-3-azabicyclo[3.1.0]hexane-3-carboxylate O=C1C2=C(C=NN1CC1=NC(=NO1)C1[C@H]3CN(C[C@@H]13)C(=O)OC(C)(C)C)N=CC=C2